N1=NN(C2=NC=CC=C21)OC=2N=CC(=NC2)C(=O)N 5-{3H-[1,2,3]triazolo[4,5-b]pyridin-3-yloxy}pyrazine-2-carboxamide